[6-(5-cyclopropyl-4H-1,2,4-triazol-3-yl)-2-azaspiro[3.3]heptan-2-yl]-[3-[6-(1,1-dioxo-1,4-thiazinan-4-yl)-3-pyridyl]azetidin-1-yl]methanone C1(CC1)C=1NC(=NN1)C1CC2(CN(C2)C(=O)N2CC(C2)C=2C=NC(=CC2)N2CCS(CC2)(=O)=O)C1